TETRACHLORoPROPEN ClCC(=C(Cl)Cl)Cl